FC1=C(C(=CC(=C1)OCCN1CC(C1)CF)F)[C@H]1N([C@@H](CC2=C1NC1=CC=CC=C21)C)CC(CO)(F)F 3-[(1R,3R)-1-[2,6-difluoro-4-[2-[3-(fluoromethyl)azetidin-1-yl]ethoxy]phenyl]-3-methyl-1,3,4,9-tetrahydropyrido[3,4-b]indol-2-yl]-2,2-difluoro-propan-1-ol